C(C)(C)N1N=CC(=C1)C=1C=C(C=CC1)C=1N=C(CNC1)C(=O)O 5-(3-(1-isopropyl-1H-pyrazol-4-yl)phenyl)-1H-pyrazine-3-carboxylic acid